CSC1=CC=CC(=N1)CO (6-(Methylthio)pyridin-2-yl)methanol